C(C)(C)(C)[C@](C(C(=O)O)([2H])[2H])(O)[C@@]1(OC(OC1)(C)C)C#C[Si](C(C)C)(C(C)C)C(C)C.BrCC(CO)O 3-bromo-1,2-propanediol Tert-butyl-(3S)-2,2-dideuterio-3-[(4R)-2,2-dimethyl-4-(2-triisopropylsilylethynyl)-1,3-dioxolan-4-yl]-3-hydroxy-propanoate